N-(3-(4'-(2-(3-fluorooxetan-3-yl)ethoxy)-4,5,5',6'-tetrahydro-2H-spiro[furan-3,8'-pyrano[3,4-b]pyridin]-2'-yl)-1H-pyrrolo[2,3-c]pyridin-5-yl)acetamide FC1(COC1)CCOC1=C2C(=NC(=C1)C1=CNC3=CN=C(C=C31)NC(C)=O)C3(OCC2)COCC3